(2S,3S,4R,5S)-4-[[3-(3,4-Difluorophenyl)-4,5-dimethyl-5-(trifluoromethyl)tetrahydrofuran-2-carbonyl]amino]pyridin-2-carboxamid FC=1C=C(C=CC1F)[C@H]1[C@H](O[C@@]([C@@H]1C)(C(F)(F)F)C)C(=O)NC1=CC(=NC=C1)C(=O)N